FC=1C=C(C(=O)OC(C)(C)C)C=CC1[N+](=O)[O-] tert-butyl 3-fluoro-4-nitro-benzoate